2-(2-mercaptoethylthio)-3-[4-(1-{4-[3-Mercapto-2-(2-mercaptoethylthio)-propoxy]-phenyl}-1-methylethyl)-phenoxy]-propane-1-thiol SCCSC(CS)COC1=CC=C(C=C1)C(C)(C)C1=CC=C(C=C1)OCC(CS)SCCS